OC[C@@H]1N(CCOC1)C(=O)C1=CC=C(C=N1)NC(O)=O (6-((S)-3-(hydroxymethyl)morpholine-4-carbonyl)pyridin-3-yl)carbamic acid